CN1C(N(C2=C1C=CC(=C2)S(=O)(=O)NC2(CC2)C)C=2SC=NN2)=O 1-methyl-N-(1-methylcyclopropyl)-2-oxo-3-(1,3,4-thiadiazol-2-yl)benzimidazole-5-sulfonamide